[2-[[8-(7-azabicyclo[2.2.1]heptan-7-yl)-6-(oxetan-3-yl)pyrido[3,4-d]pyrimidin-2-yl]amino]-7,8-dihydro-5H-1,6-naphthyridin-6-yl]-[(2R,4S)-4-hydroxy-1-methylpyrrolidin-2-yl]methanone C12CCC(CC1)N2C2=NC(=CC1=C2N=C(N=C1)NC1=NC=2CCN(CC2C=C1)C(=O)[C@@H]1N(C[C@H](C1)O)C)C1COC1